N1(CCCC1)S(=O)(=O)C=1C=C(C=CC1)C1=CC=C2C(CCOC2=C1)NC(O[C@@H]1CN2CCC1CC2)=O (S)-quinuclidin-3-yl (7-(3-(pyrrolidin-1-ylsulfonyl)phenyl)chroman-4-yl)carbamate